dichloroethyl lactate C(C(O)C)(=O)OCC(Cl)Cl